ethyl 4-(difluoromethyl)-2-[3-(3,5-dimethylisoxazol-4-yl)pyrazolo[1,5-a]pyridin-5-yl]thiazole-5-carboxylate FC(C=1N=C(SC1C(=O)OCC)C1=CC=2N(C=C1)N=CC2C=2C(=NOC2C)C)F